tert-butyl (3-cyanobenzo[b]thiophen-6-yl)carbamate C(#N)C=1C2=C(SC1)C=C(C=C2)NC(OC(C)(C)C)=O